C(C)OC(CCC(=O)C1=NC(=CC(=C1O)C#N)CC1=C(C=CC=C1)OC(F)(F)F)=O 4-[4-Cyano-6-(2-trifluoromethoxy-benzyl)-3-hydroxy-pyridin-2-yl]-4-oxo-butyric acid ethyl ester